(rac)-((1s,3s)-3-Hydroxy-3-methylcyclobutyl)(6-(3-methyl-4-(trifluoromethoxy)phenyl)-2-azaspiro[3.4]octan-2-yl)methanone OC1(CC(C1)C(=O)N1CC2(C1)C[C@@H](CC2)C2=CC(=C(C=C2)OC(F)(F)F)C)C |r|